ClC1=C(C=CC=C1C1=NC(=C(C=C1)CNC[C@H]1NC(CC1)=O)OC)C1=C2C=NN(C2=CC=C1)C1=CC(=C(CN2CC(C2)(C(=O)OCC)C)C(=C1)OC)OC ethyl (S)-1-(4-(4-(2-chloro-3-(6-methoxy-5-((((5-oxopyrrolidin-2-yl)methyl)amino)methyl)pyridin-2-yl)phenyl)-1H-indazol-1-yl)-2,6-dimethoxybenzyl)-3-methylazetidine-3-carboxylate